O=C1NC(CCC1N1C(N(C2=C1C=CC=C2CCOCCOCCOCCOCC(=O)O)C)=O)=O 14-(1-(2,6-Dioxopiperidin-3-yl)-3-methyl-2-oxo-2,3-dihydro-1H-benzo[d]imidazol-4-yl)-3,6,9,12-tetraoxatetradecan-1-oic acid